BrC1=CC(=NN1C1OCCCC1)C(=O)N1CCC(CC1)C(=O)[O-] 1-[5-bromo-1-(oxan-2-yl)pyrazole-3-carbonyl]piperidine-4-carboxylate